CC1=C(OC=2C=C3C=NN(C3=CC2C=2C3=C(C(N(C2)C)=O)NC(=C3)C(=O)NCC)CCC(C)(C)O)C(=CC=C1)C 4-(5-(2,6-dimethylphenoxy)-1-(3-hydroxy-3-methylbutyl)-1H-indazol-6-yl)-N-ethyl-6-methyl-7-oxo-6,7-dihydro-1H-pyrrolo[2,3-c]pyridine-2-carboxamide